O1C(=NN=C1)N1CC2(C1)OC[C@H](C2)N2CCC(CC2)C2=C(C=CC=C2)[C@@H]2COCC2 (S)-2-(1,3,4-oxadiazol-2-yl)-7-(4-(2-((R)-tetrahydrofurane-3-yl)phenyl)piperidin-1-yl)-5-oxa-2-azaspiro[3.4]octane